(3-chloro-2,4-dimethyl-5,7-dihydropyrrolo[3,4-b]pyridin-6-yl)-[(3R)-1-[5-(trifluoromethyl)-3-pyridinyl]pyrrolidin-3-yl]methanone ClC=1C(=C2C(=NC1C)CN(C2)C(=O)[C@H]2CN(CC2)C=2C=NC=C(C2)C(F)(F)F)C